FC=1C=NC2=CC(=CC=C2C1)C1=NC(=CC=C1C=1C=NN(C1)CC1(CCCC1)F)C 3-fluoro-7-(3-(1-((1-fluorocyclopentyl)methyl)-1H-pyrazol-4-yl)-6-methylpyridin-2-yl)quinoline